OC1=C(C=CC(=C1)C(F)(F)F)C1=C(C2=C(N=N1)N(C=N2)[C@H]2CN(CCC2)CC#N)C 2-[(3R)-3-[3-[2-hydroxy-4-(trifluoromethyl)phenyl]-4-methyl-imidazo[4,5-c]pyridazin-7-yl]-1-piperidyl]acetonitrile